(4-((6-amino-5-cyanopyrimidin-4-yl)oxy)-2-fluorophenyl)-3-(3-(tert-butyl)-1-(4-(difluoromethoxy)phenyl)-1H-pyrazol-5-yl)urea NC1=C(C(=NC=N1)OC1=CC(=C(C=C1)NC(=O)NC1=CC(=NN1C1=CC=C(C=C1)OC(F)F)C(C)(C)C)F)C#N